COC1=CC=C(CN2N=CC3=CC=C(C=C23)OC2=C(C=C(C=C2)[N+](=O)[O-])C)C=C1 1-(4-methoxybenzyl)-6-(2-methyl-4-nitrophenoxy)-1H-indazole